CN(C1CCN(CC1)C1=C(C=C(C=C1)C=1C=CC=2N=CC=3N(C2N1)C(=NN3)N3C[C@@H](N([C@@H](C3)C)C)C)C(F)(F)F)C N,N-dimethyl-1-(2-(trifluoromethyl)-4-(9-((3S,5R)-3,4,5-trimethylpiperazin-1-yl)pyrido[3,2-e][1,2,4]triazolo[4,3-a]pyrazin-2-yl)phenyl)piperidin-4-amine